1,5-disilylpentane [SiH3]CCCCC[SiH3]